N1(C=NC=C1)CC=1N=CC(=NC1)OC 5-(1H-imidazol-1-ylmethyl)-2-methoxypyrazine